ClCOC (Chloromethyl)methylether